ClC1=NC2=CC(=C(C=C2C(=N1)NCC1=NC=CC=C1)OC)OC 2-Chloro-6,7-dimethoxy-N-(pyridin-2-ylmethyl)quinazolin-4-amine